1-(6-fluoro-4-(4-fluorophenyl)-3,4-dihydroquinoxalin-1(2H)-yl)-2-(piperidin-1-yl)propane-1-one FC=1C=C2N(CCN(C2=CC1)C(C(C)N1CCCCC1)=O)C1=CC=C(C=C1)F